1,3-dibromo-2-propylamine BrCC(CBr)N